(E)-4-(isopropylimino)pentan-2-one C(C)(C)\N=C(\CC(C)=O)/C